FC(C=1C(=C(C=CC1)[C@@H](C)NC=1C2=C(N=C(N1)C)C=NC(=C2)N2C[C@@H](CC2)NS(=O)(=O)C2CC2)F)F N-{(3R)-1-[4-({(1R)-1-[3-(difluoromethyl)-2-fluorophenyl]ethyl}amino)-2-methylpyrido[3,4-d]pyrimidin-6-yl]pyrrolidin-3-yl}cyclopropanesulfonamide